CN1N=CC=2C(=C(C=CC12)C)B(O)O 1,5-DIMETHYL-1H-INDAZOLE-4-BORONIC ACID